C(C)(C)N([C@@H](C)C(=O)[O-])[P@](=O)(OC1=CC=CC2=CC=CC=C12)OC[C@]1(O[C@H]([C@]([C@@H]1O)(C)O)N1C(N=C(C=C1)N)=O)F Isopropyl-((R)-(((2S,3S,4R,5R)-5-(4-amino-2-oxopyrimidin-1(2H)-yl)-2-fluoro-3,4-dihydroxy-4-methyltetrahydrofuran-2-yl)methoxy)(naphthalen-1-yloxy)phosphoryl)-L-alaninat